C(C)(=O)OC[C@H](NC([C@@H](NC(=O)C=1N=C(SC1)C1=CC=C(C=C1)CNC(=O)OCCOC)CO[Si](C)(C)C(C)(C)C)=O)C(=O)OC methyl O-acetyl-N-(O-(tert-butyldimethylsilyl)-N-(2-(4-((((2-methoxyethoxy)carbonyl)amino)methyl)phenyl)thiazole-4-carbonyl)-L-seryl)-L-serinate